ClC1=C(N(C=N1)C)C1(CC1)C(=O)NC(C(=O)O)CCN(CCCCC1=NC=2NCCCC2C=C1)CC(CF)OC 2-[[1-(5-chloro-3-methyl-imidazol-4-yl)cyclopropanecarbonyl]amino]-4-[[3-fluoro-2-methoxy-propyl]-[4-(5,6,7,8-tetrahydro-1,8-naphthyridin-2-yl)butyl]amino]butanoic acid